tri(p-chlorophenyl)arsine ClC1=CC=C(C=C1)[As](C1=CC=C(C=C1)Cl)C1=CC=C(C=C1)Cl